OC1=C(C=CC=C1)C1=CC2=C(NC=3CC[C@@H](CC23)C(=O)O)N=N1 |o1:15| Rel-(S)-3-(2-hydroxyphenyl)-6,7,8,9-tetrahydro-5H-pyridazino[3,4-b]Indole-6-carboxylic acid